[O-2].[O-2].[O-2].[O-2].[Nb+5] niobium tetraoxide